The molecule is a member of the class of pterocarpans that is 3,9-dihydroxypterocarpan substituted with prenyl groups at positions 4 and 10 (the 6aR,11aR stereoisomer). Isolated from Erythrina stricta and Erythrina zeyheri, it exhibits antibacterial, antimycobacterial, antiplasmodial and cytotoxic activities. It has a role as an antibacterial agent, an antineoplastic agent, an antiplasmodial drug and a plant metabolite. It is a member of pterocarpans and a member of phenols. It derives from a (6aR,11aR)-3,9-dihydroxypterocarpan. CC(=CCC1=C(C=CC2=C1O[C@@H]3[C@H]2COC4=C3C=CC(=C4CC=C(C)C)O)O)C